5-mercaptoterephthalic acid SC=1C(=CC=C(C(=O)O)C1)C(=O)O